2-Ethynyl-N-(3-(2-methoxyethoxy)-5-(trifluoromethyl)phenyl)-N-(2-oxo-1-(2,2,2-trifluoroethyl)pyrrolidin-3-yl)thiazole-4-carboxamide C(#C)C=1SC=C(N1)C(=O)N(C1C(N(CC1)CC(F)(F)F)=O)C1=CC(=CC(=C1)C(F)(F)F)OCCOC